N1(N=CC=C1)C1=NC=C(C=N1)C(F)(F)F 2-(1H-pyrazol-1-yl)-5-(trifluoromethyl)pyrimidine